(Z)-1-(2-acetyl-4-(1-(4-(trifluoromethoxy)phenyl)-1H-1,2,4-triazol-3-yl)phenyl)-3-(3-(5-(dimethylamino)-2-isopropylphenyl)-4-oxothiazolidin-2-ylidene)urea C(C)(=O)C1=C(C=CC(=C1)C1=NN(C=N1)C1=CC=C(C=C1)OC(F)(F)F)NC(=O)\N=C\1/SCC(N1C1=C(C=CC(=C1)N(C)C)C(C)C)=O